8-oxo-2,2,14,14-tetramethylpentadecane O=C(CCCCCC(C)(C)C)CCCCCC(C)(C)C